CN1C[C@@H]2C([C@@H]2C1)C#CC1=C(C=C2C(=NC=NC2=C1)NC1=CC(=C(C=C1)OC1=CC=CC=C1)C)N 7-(((1R,5S,6s)-3-methyl-3-azabicyclo[3.1.0]hexan-6-yl)ethynyl)-N4-(3-methyl-4-phenoxyphenyl)quinazoline-4,6-diamine